C1C(CCC2=CC=CC=C12)C(=O)O 1,2,3,4-tetrahydronaphthalen-2-carboxylic acid